NC[C@H](CC(=O)O)CC(C)C (S)-3-aminomethyl-5-methylhexanoic acid